FC=1C=C2CCC(C2=C(C1)F)=O 5,7-difluoro-2,3-dihydro-1H-inden-1-one